indium docosanoate C(CCCCCCCCCCCCCCCCCCCCC)(=O)[O-].[In+3].C(CCCCCCCCCCCCCCCCCCCCC)(=O)[O-].C(CCCCCCCCCCCCCCCCCCCCC)(=O)[O-]